C12CN(CC2C1)C1=NC=C(C(=N1)\C=C\C1=CC=CC=C1)CN1C=NC(=C1)C(=O)O 1-[(2-{3-azabicyclo[3.1.0]hex-3-yl}-4-[(1E)-2-phenylvinyl]pyrimidin-5-yl)-methyl]-1H-imidazole-4-carboxylic acid